Cl.[N+](=O)([O-])C=1C=C(C=C(C1)C(F)(F)F)[C@@H](C)N (1R)-1-[3-nitro-5-(trifluoromethyl)phenyl]ethan-1-amine HCl salt